N-(6-(2H-1,2,3-triazol-2-yl)-5-(trifluoromethyl)pyridin-3-yl)-2'-amino-2-chloro-4',5-difluoro-[1,1'-biphenyl]-4-carboxamide N=1N(N=CC1)C1=C(C=C(C=N1)NC(=O)C1=CC(=C(C=C1F)C1=C(C=C(C=C1)F)N)Cl)C(F)(F)F